((S)-1-(4-fluorophenyl)-3,4-dihydroisoquinolin-2(1H)-yl)((2R,4S,5R)-5-methoxy-4-(methylamino)tetrahydro-2H-pyran-2-yl)methanone FC1=CC=C(C=C1)[C@@H]1N(CCC2=CC=CC=C12)C(=O)[C@@H]1OC[C@@H]([C@H](C1)NC)OC